N1N=NC2=C1C=C(C=C2)C#N 1H-benzo[d][1,2,3]triazole-6-carbonitrile